FC1=C(C2=C(N(C=N2)C(=O)[O-])C(=C1)F)CC(C)C 5,7-difluoro-4-isobutyl-benzimidazole-1-carboxylate